Cl.C(C)(C)(C)N1C=NC2=C1C=C(C=C2F)C2=CC(=NC=C2Cl)N[C@H]2[C@@H](CNCC2)O (3R,4R)-4-{[4-(1-tert-butyl-4-fluoro-1H-benzimidazol-6-yl)-5-chloropyridin-2-yl]amino}piperidin-3-ol hydrochloric acid salt